FC1=C(N=CC2=C1N=C(N=C2N2CC1(CNC1)CC2)OC[C@H]2N(CCC2)C)C2=CC(=CC1=CC=CC=C21)O (S)-4-(8-fluoro-2-((1-methylpyrrolidin-2-yl)methoxy)-4-(2,6-diazaspiro[3.4]octan-6-yl)pyrido[4,3-d]pyrimidin-7-yl)naphthalen-2-ol